C(C)SC1=NC(=CC(=C1C(=O)NCC1=CC(=CC=C1)F)C)N1CC=2N(CC1)C=C(N2)C(F)(F)F 2-Ethylsulfanyl-N-[(3-fluorophenyl)-methyl]-4-methyl-6-[2-(trifluoromethyl)-5,6,7,8-tetrahydro-imidazo[1,2-a]pyrazin-7-yl]-pyridine-3-carboxylic acid amide